CC=1C(=C2C=CNC2=C(C1)C)C[C@H]1[C@@H](CN(C1)C)C1=CC=C(C(=O)O)C=C1 |r| racemic-4-((3R*,4S*)-4-((5,7-dimethyl-1H-indol-4-yl)methyl)-1-methylpyrrolidin-3-yl)benzoic acid